C1(=CC=CC=C1)C1=NC=C(C(=O)O[C@H]2C[C@H](N(C2)C(=O)OC(C)(C)C)C(=O)OC(C)(C)C)C=C1 di-tert-butyl (2S,4S)-4-((6-phenylnicotinoyl)oxy)pyrrolidine-1,2-dicarboxylate